Benzyl (5S)-5-(tert-butoxycarbonylamino)-3,3-difluoro-piperidine-1-carboxylate C(C)(C)(C)OC(=O)N[C@H]1CC(CN(C1)C(=O)OCC1=CC=CC=C1)(F)F